1,1,1,3,3,3-hexadeuterio-2-(trideuteriomethyl)propan-2-amine [2H]C(C(C([2H])([2H])[2H])(N)C([2H])([2H])[2H])([2H])[2H]